NCCCCNC(C1=CC=C(C=C1)C#CCN)=O N-(4-aminobutyl)-4-(3-aminoprop-1-yn-1-yl)benzamide